C(C1=CC=CC=C1)(=O)N1CCC(CC1)CCCCNC(OC1=CC=CC=C1)=O Phenyl (4-(1-benzoylpiperidin-4-yl)butyl)carbamate